The molecule is a sesquiterpene that is alpha-curcumene in which the p-tolyl group has been reduced to a 4-methylcyclohexa-1,4-dien-1-yl group. It is a sesquiterpene and a cyclohexadiene. CC1=CCC(=CC1)C(C)CCC=C(C)C